NC=1C=C(C=CC1Br)CN(C(=O)C=1C=NC(=CC1)C1CC1)C1=C(C=C(C=C1)C)S(=O)(=O)C N-[(3-amino-4-bromophenyl)methyl]-6-cyclopropyl-N-(2-methanesulfonyl-4-methylphenyl)pyridine-3-carboxamide